(Z)-2-(1-(4-((4-chlorophenethyl)sulfinyl)benzylidene)-5-fluoro-2-methyl-1H-inden-3-yl)acetic acid ClC1=CC=C(CCS(=O)C2=CC=C(\C=C/3\C(=C(C4=CC(=CC=C34)F)CC(=O)O)C)C=C2)C=C1